C(C)(C)(C)[S@](=O)N[C@H](C)C=1C=C(C=CC1)C(C(=O)OC(C)C)(F)F isopropyl 2-(3-((R)-1-(((S)-tert-butylsulfinyl) amino) ethyl) phenyl)-2,2-difluoroacetate